3,8'-Dimethyl-1-phenyl-5'H-spiro[pyrazole-4,6'-[1,3]dioxolo[4,5-g]quinolin]-5(1H)-one CC1=NN(C(C12NC=1C=C3C(=CC1C(=C2)C)OCO3)=O)C3=CC=CC=C3